1-octadecene oxide C1C(CCCCCCCCCCCCCCCC)O1